C1(CC1)C=1N=CN(C1)C1=CC=C2C=C(N(C(C2=C1)=O)C1=CC=CC(=N1)C(=O)N(N(C)C)C(=O)NN)C N'-(6-(7-(4-cyclopropyl-1H-imidazol-1-yl)-3-methyl-1-oxoisoquinolin-2(1H)-yl)picolinoyl)-N,N-dimethylcarbohydrazide